2-(1-((4'-(1,1,1,3,3,3-hexafluoro-2-hydroxypropan-2-yl)-[1,1'-biphenyl]-4-yl)methyl)-4-(pyridin-4-ylmethyl)piperazin-2-yl)-N-isopropylacetamide FC(C(C(F)(F)F)(O)C1=CC=C(C=C1)C1=CC=C(C=C1)CN1C(CN(CC1)CC1=CC=NC=C1)CC(=O)NC(C)C)(F)F